N-(2,4-di-tert-butyl-5-hydroxyphenyl)-1,4-dihydro-4-oxochinolin-3-carboxamid C(C)(C)(C)C1=C(C=C(C(=C1)C(C)(C)C)O)NC(=O)C1=CNC2=CC=CC=C2C1=O